3-(cyclopentanecarboxamido)-6-(1-(2-((4-methyl-3-(trifluoromethyl)phenyl)amino)-2-oxoethyl)-1H-pyrazol-4-yl)-1H-indazole-1-carboxylic acid C1(CCCC1)C(=O)NC1=NN(C2=CC(=CC=C12)C=1C=NN(C1)CC(=O)NC1=CC(=C(C=C1)C)C(F)(F)F)C(=O)O